C(C)(C)(C)OC(=O)NCCCCC1=CC=C(C=C1)C1=CN=C(S1)CCC(=O)OC methyl 3-(5-(4-(4-((tert-butoxycarbonyl)amino)butyl)phenyl)thiazol-2-yl)propanoate